COC1CN(C1)C(=O)N[C@@H](C)C1=CC=C(C=C1)NC(OCC1=CC=C(C=C1)Cl)=O 4-chlorobenzyl (S)-(4-(1-(3-methoxyazetidine-1-carboxamido)eth-yl)phenyl)carbamate